CC1=NC2=CC=C(C(=C2NC1=O)C)CN1CCN(CC1)C=1C=CC(=NC1)C(=O)NC 5-[4-[(2,5-dimethyl-3-oxo-4H-quinoxalin-6-yl)methyl]piperazin-1-yl]-N-methyl-pyridine-2-carboxamide